[6-[(4-Methylsulfonylphenyl)methyl]-2-azaspiro[3.4]octan-2-yl]-[rac-(3S)-3-(1H-1,2,4-triazol-5-yl)pyrrolidin-1-yl]methanone CS(=O)(=O)C1=CC=C(C=C1)CC1CC2(CN(C2)C(=O)N2C[C@H](CC2)C2=NC=NN2)CC1 |r|